N-(3-hydroxyphenyl)-5-(isoindolin-2-yl)-3-isopropyl-7-(1H-pyrazol-4-yl)pyrazolo[1,5-a]pyrimidine-2-carboxamide OC=1C=C(C=CC1)NC(=O)C1=NN2C(N=C(C=C2C=2C=NNC2)N2CC3=CC=CC=C3C2)=C1C(C)C